Gold(III) chlorid [Au](Cl)(Cl)Cl